[V].ClC[Sn](C)(C)C (chloromethyl)trimethyl-stannane Vanadium